CN1CC2=CC(=CC(=C2CC1)C)C1=NNC2=CC(=C(C=C12)C1=C(C=C(C=C1C)CNC)F)[N+]#[C-] (4-(3-(2,5-dimethyl-1,2,3,4-tetrahydroisoquinolin-7-yl)-6-isocyano-1H-indazol-5-yl)-3-fluoro-5-methylphenyl)-N-methylmethanamine